C(CCCCCCCCCCC)OC1=CC=C(C=C1)C1=CC=NC=C1 4-(4-(dodecyloxy)phenyl)pyridine